5-chloro-N-(7-methoxy-2-methylimidazo[1,2-a]pyridin-6-yl)pyrazine-2-carboxamide ClC=1N=CC(=NC1)C(=O)NC=1C(=CC=2N(C1)C=C(N2)C)OC